[Br-].C(C1=CC=CC=C1)[N+](CCCCCCCCCCCC)(C)C benzyl-dimethyl-dodecylammonium bromide